P-(4-(5-(chlorodifluoromethyl)-1,2,4-oxadiazol-3-yl)phenyl)-N-(2-chlorophenyl)-P-methylphosphinic amide ClC(C1=NC(=NO1)C1=CC=C(C=C1)P(NC1=C(C=CC=C1)Cl)(=O)C)(F)F